FC=1C=C(CCNC=2C3=C(N=CN2)C2=C(S3)N=C3C(=C2)CCC3)C=CC1OC N-(3-Fluoro-4-methoxyphenethyl)-8,9-dihydro-7H-cyclopenta[5',6']pyrido-[3',2':4,5]thieno[3,2-d]pyrimidin-4-amine